3-[6-({5-[6-Cyclopropyl-5-(trifluoromethyl)pyridin-3-yl]-7-({[1-(methoxymethyl)cyclohexyl]methyl}(methyl)amino)-1H-imidazo[4,5-b]pyridin-2-yl}carbamoyl)pyridin-3-yl]propanoic acid C1(CC1)C1=C(C=C(C=N1)C1=CC(=C2C(=N1)N=C(N2)NC(=O)C2=CC=C(C=N2)CCC(=O)O)N(C)CC2(CCCCC2)COC)C(F)(F)F